thioureidobenzene tert-butyl-5-[(6-{[3-(4-aminophenyl)-1-tert-butyl-4-carbamoyl-1H-pyrazol-5-yl]amino}pyridin-3-yl)oxy]pentanoate C(C)(C)(C)OC(CCCCOC=1C=NC(=CC1)NC1=C(C(=NN1C(C)(C)C)C1=CC=C(C=C1)N)C(N)=O)=O.N(C(=S)N)C1=CC=CC=C1